N1N=CC=CC2=C1C=CC=C2 BenzoDiazepine